1-(3-(difluoromethoxy)phenyl)-1H-pyrrolo[2,3-b]Pyridine-5-carboxylic acid methyl ester COC(=O)C=1C=C2C(=NC1)N(C=C2)C2=CC(=CC=C2)OC(F)F